FC1(CN(CCC1)C(=O)OCC1=CC=CC=C1)C(=O)[O-] 1-(phenylmethyl) 3-fluoro-1,3-piperidinedicarboxylate